4-iodo-7H-pyrrolo[2,3-d]pyrimidine IC=1C2=C(N=CN1)NC=C2